dicyclohexyl-(3-isopropoxy-2',4',6'-triisopropyl-[1,1'-biphenyl]-2-yl)phosphine C1(CCCCC1)P(C1=C(C=CC=C1OC(C)C)C1=C(C=C(C=C1C(C)C)C(C)C)C(C)C)C1CCCCC1